4-(10-Bromodec-1-yn-1-yl)benzaldehyde BrCCCCCCCCC#CC1=CC=C(C=O)C=C1